(3R)-3-({2-[1-(oxetan-3-yl)-1H-pyrazol-4-yl][1,2,4]triazolo[1,5-c]quinazolin-5-yl}amino)azepan-2-one O1CC(C1)N1N=CC(=C1)C1=NN2C(=NC=3C=CC=CC3C2=N1)N[C@H]1C(NCCCC1)=O